CC1=NC(=NC(=C1C(=O)O)C)C1=CC=C(C=C1)C1(CC1)C 4,6-dimethyl-2-(4-(1-methylcyclopropyl)phenyl)pyrimidine-5-carboxylic acid